FC1=CC=C(C=C1)[C@@H]([C@@H](C=1N=C2N(N=CC(=C2)CO)C1)NC(OCC1=CC=CC=C1)=O)CC benzyl ((1S,2S)-2-(4-fluorophenyl)-1-(7-(hydroxymethyl)imidazo[1,2-b]pyridazin-2-yl)butyl)carbamate